NC=1C=C(C=CC1OC)C1=C(N=CN1COCC[Si](C)(C)C)C(=O)OC methyl 5-(3-amino-4-methoxyphenyl)-1-((2-(trimethylsilyl)ethoxy)methyl)-1H-imidazole-4-carboxylate